3-(2-methylpropyl)-octahydropyrrolo[1,2-a]pyrazine-1,4-dione CC(CC1NC(C2N(C1=O)CCC2)=O)C